O1CC(C1)N1C(N(C=C1)C1CN(CCC1)C1CCCN(C1)C(=O)N)=O 5-(3-(3-(oxetan-3-yl)-2-oxoimidazol-1-yl)piperidin-1-yl)piperidine-1-carboxamide